N-Boc-4-(4'-aminobutyl)-3,5-dimethyl-hept-2,5-dien-4-ol C(=O)(OC(C)(C)C)NCCCCC(C(=CC)C)(C(=CC)C)O